2-(1-(4-(5-((3s,4s)-4-amino-3-methyl-2-oxa-8-azaspiro[4.5]decan-8-yl)-6-(hydroxymethyl)pyrazin-2-ylthio)pyrimidin-2-yl)azetidin-3-yl)propan-2-ol N[C@@H]1[C@@H](OCC12CCN(CC2)C=2N=CC(=NC2CO)SC2=NC(=NC=C2)N2CC(C2)C(C)(C)O)C